CCCCCCCCCCCCCCCCCC/C=C\OC[C@H](COP(=O)(O)OC[C@H](CO)O)OC(=O)CCCCCCCCCCC 1-(1Z-eicosenyl)-2-dodecanoyl-glycero-3-phospho-(1'-sn-glycerol)